C(C)(=O)OCC(=O)C1=CC(=C(C=C1)OC(C)C)N1C(=NC2=CC=CC=C2C1=O)CN1CCN(CC1)C(COC1=CC=C(C=C1)Cl)=O 2-(3-(2-((4-(2-(4-Chlorophenoxy)acetyl)piperazin-1-yl)methyl)-4-oxoquinazolin-3(4H)-yl)-4-isopropoxyphenyl)-2-oxoethyl acetate